(2,5-dichloropyrimidin-4-yl)-1-methyl-1,6,7,8-tetrahydrocyclopenta[g]indole ClC1=NC=C(C(=N1)C=1N(C2=C3C(=CC=C2C1)CCC3)C)Cl